Manganese-dipotassium salt [K].[K].[Mn]